BrC1=C(C(=CC2=C1C[C@@](O2)(C(=O)O)C2=CC=CC=C2)F)Cl (S)-4-bromo-5-chloro-6-fluoro-2-phenyl-2,3-dihydrobenzofuran-2-carboxylic acid